NC1=NC=CC(=C1)O[C@@H]1CN(CC1)CC(=O)NC=1C=CC=C2C(=CNC12)C1=NC(=NC=C1C)NC1=NN(C(=C1)C)C (S)-2-(3-((2-aminopyridin-4-yl)oxy)pyrrolidin-1-yl)-N-(3-(2-((1,5-dimethyl-1H-pyrazol-3-yl)amino)-5-methylpyrimidin-4-yl)-1H-indol-7-yl)acetamide